4'-(4-(tert-butyl)cyclohexyl)-2-fluoro-[1,1'-biphenyl] C(C)(C)(C)C1CCC(CC1)C1=CC=C(C=C1)C1=C(C=CC=C1)F